(4aR,8aS)-6-[3-[4-(trifluoromethoxy)phenyl]pyrrolidine-1-carbonyl]-4,4a,5,7,8,8a-hexahydropyrido[4,3-b][1,4]oxazin-3-one FC(OC1=CC=C(C=C1)C1CN(CC1)C(=O)N1C[C@@H]2[C@@H](OCC(N2)=O)CC1)(F)F